NC1=NC=NN2C1=CC=C2[C@H]2[C@@H]([C@@H]([C@@](O2)(C#N)COP(=O)(OC2=CC=CC=C2)N[C@@H](C)C(=O)OCCCCCCCCCCCC)O)O Dodecyl ((((2R,3S,4R,5S)-5-(4-aminopyrrolo[2,1-f][1,2,4]triazin-7-yl)-2-cyano-3,4-dihydroxytetrahydrofuran-2-yl)methoxy)(phenoxy)phosphoryl)-L-alaninate